O(S(=O)(=O)C(F)(F)F)C1=C(C(=C(C=C1)C=1C(=NN(C1)CCC1=NC(=CC=C1)OC)C)F)F [2,3-difluoro-4-[1-[2-(6-methoxy-2-pyridinyl) ethyl]-3-methyl-pyrazol-4-yl] phenyl] triflate